CC=1N=C2N(N=C(C=C2C)C2=CC3=C(N=C(O3)N3CC4(CC3)CCN(CC4)C)C(=C2)F)C1 6-(2,8-dimethylimidazo[1,2-b]pyridazin-6-yl)-4-fluoro-2-(8-methyl-2,8-diazaspiro[4.5]decan-2-yl)benzo[d]oxazole